C(C)(C)(C)OC(=O)N[C@H](C)C=1C=C(OCCCCCCOCCOCCOCCCCCC(=O)OC)C=CC1F (R)-methyl 6-(2-(2-((6-(3-(1-((tert-butoxycarbonyl)amino)ethyl)-4-fluorophenoxy)hexyl)oxy)ethoxy)ethoxy)hexanoate